CN1N=C(C2=C1CNC2)C(=O)N2CCC(CC2)C2=C(C=CC=C2)C(F)(F)F (1-methyl-1,4,5,6-tetrahydropyrrolo[3,4-c]pyrazol-3-yl)(4-(2-(trifluoromethyl)phenyl)piperidin-1-yl)methanone